3-(5-(3-(6-cyanoimidazo[1,2-a]pyridine-3-carboxamido)-5-fluoro-4-methylphenyl)-1,2,4-oxadiazol-3-yl)azetidine-1-carboxylic acid methyl ester COC(=O)N1CC(C1)C1=NOC(=N1)C1=CC(=C(C(=C1)F)C)NC(=O)C1=CN=C2N1C=C(C=C2)C#N